C(C)C(CNCCCCCCCCCN)CC N-(2-ethylbutyl)nonane-1,9-diamine